ClC1=CC=C(C=N1)C=1N=C(N(N1)C1=NC=CC=N1)C(C)N 1-[5-(6-chloro-3-pyridinyl)-2-pyrimidin-2-yl-1,2,4-triazol-3-yl]Ethylamine